propoxynonyl isocyanate C(CC)OCCCCCCCCCN=C=O